1-(3-methyl-4-oxo-3,4-dihydroquinazolin-6-yl)-3-phenylpropane-1,3-dione CN1C=NC2=CC=C(C=C2C1=O)C(CC(=O)C1=CC=CC=C1)=O